(3S*)-3-(1,4-Dimethyl-1H-benzotriazol-5-yl)-3-(7-{[(2R)-2-ethyl-8-hydroxy-2,3-dihydropyrido[2,3-f][1,4]oxazepin-4(5H)-yl]methyl}-1-benzothiophen-5-yl)propanoic acid CN1N=NC2=C1C=CC(=C2C)[C@@H](CC(=O)O)C=2C=C(C1=C(C=CS1)C2)CN2C[C@H](OC1=C(C2)N=CC(=C1)O)CC |o1:11|